C(C=C)(=O)OC1=CC=CC=2C(C3=CC=CC=C3SC12)=O 4-(acryloyloxy)thioxanthone